1-Aminoethanol NC(C)O